FC1=C(COC2=C(C(N(C(=C2)C)C=2C=C(C(=O)NC)C=CC2F)=O)Cl)C=CC(=C1)F 3-(4-(2,4-difluorobenzyloxy)-3-chloro-6-methyl-2-oxopyridin-1(2H)-yl)-4-fluoro-N-methylbenzamide